N-(6-chloro-7-fluoro-1-(1-methylcyclobutyl)-1H-benzo[d]imidazol-2-yl)-4,4,4-trifluoro-3,3-dimethylbutanamide ClC=1C=CC2=C(N(C(=N2)NC(CC(C(F)(F)F)(C)C)=O)C2(CCC2)C)C1F